1H-pyrazol-2-ium triflate [O-]S(=O)(=O)C(F)(F)F.N1[NH+]=CC=C1